N-(4-methoxyphenyl)-2-methyl-1-(5-nitropyridin-2-yl)-1H-indol-5-amine COC1=CC=C(C=C1)NC=1C=C2C=C(N(C2=CC1)C1=NC=C(C=C1)[N+](=O)[O-])C